Cl.N[C@H]1CN(CCC1)C(=O)C1=CC2=C(N(C(=N2)C=2N(C3=CC=CC=C3C2)CC)C)C(=C1)C=1C=NC=CC1 (R)-(3-aminopiperidin-1-yl)(2-(1-ethyl-1H-indol-2-yl)-1-methyl-7-(pyridin-3-yl)-1H-benzo[d]imidazol-5-yl)methanone, hydrochloride salt